FC1=CC=C(C=C1)NC(=O)NC1=CC=C(C=C1)\C=C\C(N1CCC=CC1=O)=O (E)-1-(4-fluorophenyl)-3-(4-(3-oxo-3-(6-oxo-3,6-dihydropyridin-1(2H)-yl)prop-1-en-1-yl)phenyl)urea